3-(2-((4-(6-(5-((R)-2-(2,5-difluorophenyl)pyrrolidin-1-yl)pyrazolo[1,5-a]pyrimidin-3-yl)pyridin-2-yl)piperazin-1-yl)methyl)phenyl)piperidine-2,6-dione FC1=C(C=C(C=C1)F)[C@@H]1N(CCC1)C1=NC=2N(C=C1)N=CC2C2=CC=CC(=N2)N2CCN(CC2)CC2=C(C=CC=C2)C2C(NC(CC2)=O)=O